N'-(2-amino-6-((2-(4-(4-(2-(benzyloxy)ethoxy)phenyl)piperazin-1-yl)ethyl)(methyl)amino)pyrimidin-4-yl)oxazole-2-carbohydrazide NC1=NC(=CC(=N1)NNC(=O)C=1OC=CN1)N(C)CCN1CCN(CC1)C1=CC=C(C=C1)OCCOCC1=CC=CC=C1